N1(C=NC=C1)C=1N=CC(=NC1)C=1SC2=C(N1)SC(=N2)N([C@H]2C[C@@H](NCC2)C)C 5-[5-(1H-imidazol-1-yl)pyrazin-2-yl]-N-methyl-N-[(2S,4R)-2-methylpiperidin-4-yl][1,3]thiazolo[5,4-d][1,3]thiazol-2-amine